[Cl-].O(C1=CC=CC=C1)P(C(C)(C)CC)OC1=CC=CC=C1 diphenoxytert-amyl-phosphine chloride